3-((6-bromo-7-chloro-3-(3-(dimethylamino)azetidin-1-yl)-2-oxoquinoxalin-1(2H)-yl)methyl)azetidine-1-carboxylic acid tert-butyl ester C(C)(C)(C)OC(=O)N1CC(C1)CN1C(C(=NC2=CC(=C(C=C12)Cl)Br)N1CC(C1)N(C)C)=O